tertiary octyl-diphenylamine C(C)(C)(CC(C)(C)C)N(C1=CC=CC=C1)C1=CC=CC=C1